2-(6-(1H-imidazol-1-yl)pyridazine-3-carboxamido)-4-(5-carboxy-2-chloro-4-(tetrazolo[1,5-b]pyridazine-6-carboxamido)phenethoxy)-5-methoxybenzoic acid N1(C=NC=C1)C1=CC=C(N=N1)C(=O)NC1=C(C(=O)O)C=C(C(=C1)OCCC1=C(C=C(C(=C1)C(=O)O)NC(=O)C=1C=CC=2N(N1)N=NN2)Cl)OC